4-{4-[(N-acetylpyrrol-2-yl)carbonyl]piperazin-1-yl}benzamide C(C)(=O)N1C(=CC=C1)C(=O)N1CCN(CC1)C1=CC=C(C(=O)N)C=C1